cyclohexasilane [SiH2]1[SiH2][SiH2][SiH2][SiH2][SiH2]1